C1(CCC1)NC1=CC(=NC(=N1)N1CCN(CC1)C)C(=O)NCC(CN1CC=2N(C3=CC=CC=C3C2CC1)C)O 6-(cyclobutylamino)-N-(2-hydroxy-3-{9-methyl-1H,2H,3H,4H,9H-pyrido[3,4-b]indol-2-yl}propyl)-2-(4-methylpiperazin-1-yl)pyrimidine-4-carboxamide